(S,E)-4'-(2-(Hydroxymethyl)-4-(methoxyimino)pyrrolidine-1-carbonyl)-2-methyl-2'-(methyl-d3)-[1,1'-biphenyl]-3-carbonitrile OC[C@H]1N(C/C(/C1)=N/OC)C(=O)C1=CC(=C(C=C1)C1=C(C(=CC=C1)C#N)C)C([2H])([2H])[2H]